C1(CCCCC1)C=1C=C(C=C(C1)C1CCCCC1)N(C1=C(C=C(C(=O)N)C=C1)C(F)(F)F)C 4-((3,5-dicyclohexylphenyl)(methyl)amino)-3-(trifluoromethyl)benzamide